propyl Carbamate C(N)(OCCC)=O